C(C)(C)C=1C(=NNC1)[C@H]1[C@H](N(CCC1)C(=O)OC)CO[C@@H]1CC[C@@H](CC1)C1=CC=CC=C1 methyl (2S,3R)-3-(4-isopropyl-1H-pyrazol-3-yl)-2-((((CIS)-4-phenylcyclohexyl)-oxy)methyl)-piperidine-1-carboxylate